C(C)O\C=C(/C(=O)OCC)\C(NC(=O)OCC)=O (Z)-ethyl 3-ethoxy-2-((ethoxycarbonyl)carbamoyl)acrylate